C(C)OC(C(S(=O)[O-])(F)F)=O.[Na+] sodium 2-ethoxy-1,1-difluoro-2-oxoethane-1-sulfinate